C(C)(C)(C)N(C(O)=O)[C@H](C(=O)NC=1C=NN(C1C)C1=CC=NC=C1)CC1=CC=C(C=C1)Cl.NOC(C)C 2-(aminooxy)propane tert-Butyl-(S)-(3-(4-chlorophenyl)-1-((5-methyl-1-(pyridin-4-yl)-1H-pyrazol-4-yl)amino)-1-oxopropan-2-yl)carbamate